1-methylimidazolium tartrate C(=O)([O-])C(O)C(O)C(=O)[O-].CN1C=[NH+]C=C1.CN1C=[NH+]C=C1